tris(dibenzo[b,d]furan-2-yl) phosphate P(=O)(OC1=CC2=C(OC3=C2C=CC=C3)C=C1)(OC1=CC3=C(OC2=C3C=CC=C2)C=C1)OC1=CC2=C(OC3=C2C=CC=C3)C=C1